N-cyclohexyl-4-(2,4-dihydroxyphenyl)pentanamide C1(CCCCC1)NC(CCC(C)C1=C(C=C(C=C1)O)O)=O